CON(C(=O)C=1C=NN(C1)CC1=CC=C(C=C1)C1=NOC(=N1)C(F)(F)F)C N-methoxy-N-methyl-1-({4-[5-(trifluoromethyl)-1,2,4-oxadiazol-3-yl]phenyl}methyl)-1H-pyrazole-4-carboxamide